Cl.S1C=C(C2=C1C=CC=C2)C#N benzothiophene-3-carbonitrile hydrochloride